tert-butyl 3-(4-chlorophenyl)-2-((diphenylmethylene)amino)propanoate ClC1=CC=C(C=C1)CC(C(=O)OC(C)(C)C)N=C(C1=CC=CC=C1)C1=CC=CC=C1